C(C1=CC=CC=C1)N1C([C@@H]2[C@H](O[C@H]([C@H]1CC1=CC=CC=C1)O2)C(=O)[O-])=O (1s,4r,5r,7s)-3,4-dibenzyl-2-oxo-6,8-dioxa-3-azabicyclo[3.2.1]octane-7-carboxylate